C(C1=CC=CC=C1)(=O)O[C@H](C)C1=CC2=C(N=C(N=C2)NCC2CCC(CC2)N)C(=N1)NC(C)C (R)-1-(2-((((1r,4R)-4-aminocyclohexyl)methyl)amino)-8-(isopropylamino)pyrido[3,4-d]pyrimidin-6-yl)ethyl benzoate